C(C)OC(C(C)(C)OC1=C(C=C(C=C1C)CN1CCN(CC1)C1=NC=C(C=C1)C)C)=O.COC1=CC=C2C(OC(C2=C1)=O)CC(=O)C1=CC=C(C=C1)OC(F)(F)F 6-methoxy-3-(2-(4-(trifluoromethoxy)phenyl)-2-oxoethyl)isobenzofuranone Ethyl-2-(2,6-dimethyl-4-((4-(5-methylpyridin-2-yl)piperazin-1-yl)methyl)phenoxy)-2-methylpropionate